(1aR,5aR)-2-(5-Bromo-pyridin-2-yl)-1a,2,5,5a-tetrahydro-1H-2,3-diaza-cyclopropa[a]pentalene-4-carboxylic acid (2-hydroxy-1,1-dimethylethyl)-amide OCC(C)(C)NC(=O)C=1C=2C[C@@H]3[C@H](C2N(N1)C1=NC=C(C=C1)Br)C3